BrC1=C(C(=C(C(=C1I)F)Br)I)F 1,4-dibromo-2,5-difluoro-3,6-diiodobenzene